(2-hydroxyethyl)piperidin OCCN1CCCCC1